C1(=CC=CC=C1)C(C)CC(=O)O.C(C)(=O)OC=CC1=CC=CC=C1 styryl acetate (1-phenylethyl acetate)